(R)-2-(6-(4-(2-(oxetan-3-yloxy)phenyl)piperidin-1-yl)-2-azaspiro[3.4]oct-2-yl)-1,3,4-thiadiazole O1CC(C1)OC1=C(C=CC=C1)C1CCN(CC1)[C@H]1CC2(CN(C2)C=2SC=NN2)CC1